FC=1C=C(COC=2C=C(C=CC2)[C@@H]2N(OCC2)C2=CC(=NC=N2)NC=2C(=CC(=C(C2)NC(C=C)=O)N2CCN(CC2)CCC)OC)C=CC1 (R)-N-(5-((6-(3-(3-((3-fluorobenzyl)oxy)phenyl)-isoxazolidin-2-yl)-pyrimidin-4-yl)-amino)-4-methoxy-2-(4-propylpiperazin-1-yl)phenyl)-acrylamide